ClC1=CN2C3=C(C(=C(C=C13)C1=C(C=NN1C)C)Cl)C(N(CC2)CC=2C(NC(=CC2OC)C)=O)=O 7,10-dichloro-9-(1,4-dimethyl-1H-pyrazol-5-yl)-2-((4-methoxy-6-methyl-2-oxo-1,2-dihydropyridin-3-yl)methyl)-3,4-dihydro-[1,4]diazepino[6,7,1-HI]indol-1(2H)-one